[Zn].[Sn] tin zinc salt